N-(8-(4,4-difluoropiperidin-1-yl)-3-fluoroimidazo[1,2-a]pyrazin-6-yl)-4-iodo-2-(6-azaspiro[2.5]oct-6-yl)benzamide FC1(CCN(CC1)C=1C=2N(C=C(N1)NC(C1=C(C=C(C=C1)I)N1CCC3(CC3)CC1)=O)C(=CN2)F)F